methyl 3-((imidazo[1,2-a]pyridine-3-carboxamido)methyl)-4-isopropylbenzoate N=1C=C(N2C1C=CC=C2)C(=O)NCC=2C=C(C(=O)OC)C=CC2C(C)C